C(CCCCCCC)C(COP(O)(O)=O)CCCCCCCCCC 2-octyl-1-dodecylphosphoric acid